5-((5-fluoro-2-((tetrahydrofuran-3-yl)oxy)benzyl)amino)-N-methyl-1H-indazole-3-carboxamide FC=1C=CC(=C(CNC=2C=C3C(=NNC3=CC2)C(=O)NC)C1)OC1COCC1